COC1=C(C=CC=C1)S(=O)(=O)NC1=NOC2=C1C(=CC(=C2)SC=2SC=CN2)OC 2-methoxy-N-(4-methoxy-6-(thiazol-2-ylthio)benzo[d]isoxazol-3-yl)benzenesulfonamide